FC1(C(C1)CNC=1C=C2C=C(N=C(C2=CN1)N)C=1C=NC=CC1C)F N6-((2,2-difluorocyclopropyl)methyl)-3-(4-methylpyridin-3-yl)-2,7-naphthyridine-1,6-diamine